methyl (2S,3R)-3-((tert-butyldiphenylsilyl)oxy)pyrrolidine-2-carboxylate [Si](C1=CC=CC=C1)(C1=CC=CC=C1)(C(C)(C)C)O[C@H]1[C@H](NCC1)C(=O)OC